CC1=C(NC(C)C2=NC=3C(CCCC3C=C2)O)C(=CC=C1)C 2-(1-(2,6-dimethylanilino)ethyl)-8-hydroxy-5,6,7,8-tetrahydroquinoline